C(C1=CC=CC=C1)OC(=O)NC(C(=O)OCC)C(F)(F)F Ethyl 2-(((benzyloxy)carbonyl)amino)-3,3,3-trifluoropropanoate